FC([C@@H](N)C1=CN(C2=CC(=C(C=C12)F)C1=C(C=CC=C1)C)CC(C)(C)C)F (S)-2,2-difluoro-1-(5-fluoro-1-neopentyl-6-(o-tolyl)-1H-indol-3-yl)ethan-1-amine